C(C)(=O)NC=1C=C(C=CC1C(NC=1SC(=C(N1)C)[N+](=O)[O-])=O)NCCCCNCCCONC(C1=C(C(=C(C=C1)F)F)NC1=C(C=C(C=C1)I)F)=O N-(3-((4-((3-acetamido-4-((4-methyl-5-nitrothiazol-2-yl)carbamoyl)phenyl)amino)butyl)amino)propoxy)-3,4-difluoro-2-((2-fluoro-4-iodophenyl)amino)benzamide